ClC1=C(C=C2C(=NN(C2=C1)S(=O)(=O)C1=CC=C(C)C=C1)N(C1CCN(CC1)C(=O)OC(C)(C)C)CC1=CC=C(C=C1)OC)C1=C(C=CC=C1)Cl tert-Butyl 4-((6-chloro-5-(2-chlorophenyl)-1-tosyl-1H-indazol-3-yl)(4-methoxybenzyl)amino)piperidine-1-carboxylate